C(#N)C1=C(C=CC=C1)C1=C2CN(CC2=CC(=C1)NC[C@@H](CO)O)C#N (S)-4-(2-cyanophenyl)-6-((2,3-dihydroxypropyl)amino)isoindoline-2-carbonitrile